C1(=CC=CC=C1)C=1C=C2C=CC(=C(C2=CC1)C1=C(C=CC2=CC(=CC=C12)C1=CC=CC=C1)OCC=1C=C2C=CC(=CC2=CC1)C(=O)OC)OCC=1C=C2C=CC(=CC2=CC1)C(=O)OC dimethyl 6,6'-[(6,6'-diphenyl[1,1'-binaphthalene]-2,2'-diyl)bis(oxymethylene)]di(naphthalene-2-carboxylate)